tert-Butyl ((1-((2,4-dimethylthiazol-5-yl)methyl)-3-((2-methylthiazol-5-yl)methyl)-2,4-dioxo-1,2,3,4-tetrahydrothieno[2,3-d]pyrimidin-6-yl)sulfonyl)(1-methylcyclopropyl)carbamate CC=1SC(=C(N1)C)CN1C(N(C(C2=C1SC(=C2)S(=O)(=O)N(C(OC(C)(C)C)=O)C2(CC2)C)=O)CC2=CN=C(S2)C)=O